ClC1=C(OC2=CC=C(C=N2)C2CN(C2)C(=O)N2CC(CC2)N2N=NN=C2)C=CC=C1 [3-[6-(2-Chlorophenoxy)-3-pyridyl]azetidin-1-yl]-[3-(tetrazol-1-yl)pyrrolidin-1-yl]methanone